C(C)(C)(C)OC(=O)N1CCC(CC1)(C=1SC=CC1)O 4-hydroxy-4-(thien-2-yl)piperidine-1-carboxylic acid tert-butyl ester